(S,E)-1-(2-ethyl-4-(1-(((3-methyl-4-(pyrimidin-2-yl)benzyl)oxy)imino)ethyl)benzyl)pyrrolidine-3-carboxylic acid C(C)C1=C(CN2C[C@H](CC2)C(=O)O)C=CC(=C1)/C(/C)=N/OCC1=CC(=C(C=C1)C1=NC=CC=N1)C